9-(4-chloro-2-fluoro-phenyl)-7-[(2S,4R)-2-(1-cyclobutyl-6-keto-3-pyridyl)tetrahydropyran-4-yl]-2,3-dimethyl-pyrazino[1,2-a]pyrimidin-4-one ClC1=CC(=C(C=C1)C1=NC(=CN2C1=NC(=C(C2=O)C)C)[C@H]2C[C@H](OCC2)C2=CN(C(C=C2)=O)C2CCC2)F